C1CC12CCN(CC2)C2=C(C(=O)NC=1C=C3C=C(C=NC3=C(C1)N1CCC(CC1)(F)F)C(=O)O)C=CC(=C2)NS(=O)(=O)CCO 6-(2-{6-azaspiro[2.5]oct-6-yl}-4-(2-hydroxyethanesulfonylamino)benzoylamino)-8-(4,4-difluoropiperidin-1-yl)quinoline-3-carboxylic acid